(1R,3S,5R)-2-(2-(3-acetyl-5-(2-methylpyrimidin-5-yl)-1H-indazol-1-yl)acetyl)-N-((S)-4,4-dimethylpentan-2-yl)-5-methyl-2-azabicyclo[3.1.0]hexane-3-carboxamide C(C)(=O)C1=NN(C2=CC=C(C=C12)C=1C=NC(=NC1)C)CC(=O)N1[C@@H]2C[C@@]2(C[C@H]1C(=O)N[C@@H](C)CC(C)(C)C)C